(R)-N-(1-(naphthalen-1-yl)ethyl)-3-(3-(trifluoromethyl)phenyl)propanamide CC(C1=CC=CC2=CC=CC=C21)NC(=O)CCC3=CC(=CC=C3)C(F)(F)F